Cl.Cl.C(CCC)N1C(=NC2=C1C=C(C=C2)C2=CC=CC=C2)CCN 2-(1-butyl-6-phenyl-1H-benzo[d]imidazol-2-yl)ethan-1-amine dihydrochloride